3-(aminomethyl)-pyridin-2(1H)-one NCC=1C(NC=CC1)=O